2-(chloromethyl)-3-(trifluoromethyl)imidazo[1,2-a]pyridin-1-ium chloride [Cl-].ClCC=1[NH+]=C2N(C=CC=C2)C1C(F)(F)F